caprylic acid amide propyldimethyl-pyruvate C(CC)C(C(C(=O)O)=O)(C)C.C(CCCCCCC)(=O)N